[Zn].[Mg].[Mg].[Mg] trimagnesium-zinc